N-ethyl-N-{5-fluoro-2-[3-methyl-6-(piperazin-1-yl)imidazo[1,5-a]pyridin-8-yl]phenyl}-2-methylpropanamide C(C)N(C(C(C)C)=O)C1=C(C=CC(=C1)F)C=1C=2N(C=C(C1)N1CCNCC1)C(=NC2)C